ClC=1C=C(C=CC1F)C(C=1NC(=CN1)SCC1=CC=C(C=C1)OC)C1=CC(=C(C=C1)F)Cl 2-[bis(3-chloro-4-fluorophenyl)methyl]-5-{[(4-methoxyphenyl)methyl]sulfanyl}-1H-imidazole